e-CBZ-DL-Lysin C(=O)(OCC1=CC=CC=C1)N[C@@H](CCCCN)C(=O)O |r|